1-[3-acetyl-6-[6-[(6-methylpyridazin-3-yl)amino]benzimidazol-1-yl]-2-pyridinyl]-4-bromo-pyrazole-3-carbonitrile C(C)(=O)C=1C(=NC(=CC1)N1C=NC2=C1C=C(C=C2)NC=2N=NC(=CC2)C)N2N=C(C(=C2)Br)C#N